C(C)(C)(C)OC(=O)N1CC2(C1)CC(C(CC2)OC2=NC(=C(C=C2)C(F)(F)F)C)C (6x-s,7x-s)-6-methyl-7-((6-methyl-5-(trifluoromethyl)pyridin-2-yl)oxy)-2-azaspiro[3.5]Nonane-2-carboxylic acid tert-butyl ester